ethyl (methyl)allyl ether CC=CCOCC